ClC=1C(=C(C=2N(N1)C=NN2)C)COC 6-Chloro-7-(methoxymethyl)-8-methyl-[1,2,4]triazolo[4,3-b]pyridazine